3-METHOXY-2-METHYLPROPANOIC ACID COCC(C(=O)O)C